C(C)(=O)NC1=CC=C(C=N1)[C@@H]1N(C[C@H](CC1)C)C(C(=O)NC=1C=NC(=C(C1)C)N)=O |o1:10,13| rel-2-[(2R,5S)-2-(6-acetamido-3-pyridyl)-5-methyl-1-piperidyl]-N-(6-amino-5-methyl-3-pyridyl)-2-oxo-acetamide